tert-butyl 4-(7-bromo-1-methyl-2,3-dioxo-2,3-dihydropyrido[2,3-b]pyrazin-4(1H)-yl)piperidine-1-Carboxylate BrC1=CC2=C(N(C(C(N2C)=O)=O)C2CCN(CC2)C(=O)OC(C)(C)C)N=C1